tert-butyl (R)-4-acryloyl-3-(3-bromo-5-chlorophenyl)piperazine-1-carboxylate C(C=C)(=O)N1[C@@H](CN(CC1)C(=O)OC(C)(C)C)C1=CC(=CC(=C1)Cl)Br